C(C)(C)(C)OC(N[C@@H]1CO[C@H](C[C@@H]1F)C(=O)N1[C@H](C2=CC=CC=C2CC1)C1=CC=C(C=C1)F)=O ((3r,4S,6r)-4-fluoro-6-((S)-1-(4-fluorophenyl)-1,2,3,4-tetrahydroisoquinoline-2-carbonyl)tetrahydro-2H-pyran-3-yl)carbamic acid tert-butyl ester